6-amino-7-(3-(benzyloxy)-2,6-dimethylphenyl)-4-(5-((tert-butoxycarbonyl)amino)-1-(2-Methoxyethyl methyl)-1H-pyrazol-4-yl)-2-methyl-7H-pyrrolo[2,3-d]pyrimidine-5-carboxylate NC1=C(C2=C(N=C(N=C2C=2C=NN(C2NC(=O)OC(C)(C)C)CCCOC)C)N1C1=C(C(=CC=C1C)OCC1=CC=CC=C1)C)C(=O)[O-]